(E)-5-methoxy-N-(3-(2-(methylamino)-2-oxoethyl)benzyl)-4-(2-(4-(trifluoromethyl)cyclohexyl)vinyl)pyridine COC=1C(=CCN(C1)CC1=CC(=CC=C1)CC(=O)NC)\C=C\C1CCC(CC1)C(F)(F)F